Cl.NCCN1C(C2=C(CC1)C=C(S2)C(=O)OC)=O methyl 6-(2-aminoethyl)-7-oxo-4H,5H,6H,7H-thieno[2,3-c]pyridine-2-carboxylate hydrochloride